methyl 4-((tert-butoxycarbonyl) amino)-1-morpholino-6-oxo-1,6-dihydropyridine-3-carboxylate C(C)(C)(C)OC(=O)NC=1C(=CN(C(C1)=O)N1CCOCC1)C(=O)OC